ethyl 1-[(3R)-1-t-butoxycarbonyl pyrrolidin-3-yl]-5-methyl-triazole-4-carboxylate C(C)(C)(C)OC(=O)N1C[C@@H](CC1)N1N=NC(=C1C)C(=O)OCC